CC1N(CCC(C1)C(=O)OC)C(=O)OC(C)(C)C 1-(tert-butyl) 4-methyl 2-methylpiperidine-1,4-dicarboxylate